The molecule is a member of the class of prostaglandins B that is prosta-8(12),13-dien-1-oic acid carrying oxo and hydroxy substituents at positions 9 and 15 respectively (the 13E,15S-stereoisomer). It has a role as a human metabolite. It is a conjugate acid of a prostaglandin B1(1-). CCCCC[C@@H](/C=C/C1=C(C(=O)CC1)CCCCCCC(=O)O)O